C(#N)C=1C=C(COC2=C(C=O)C=CC(=C2)OCC2=C(C(=CC=C2)C2=CC3=C(C=C2)OCCO3)Br)C=CC1 2-(3-cyanobenzyloxy)-4-(2-bromo-3-(3,4-ethylenedioxyphenyl)benzyloxy)benzaldehyde